2,2-dimethyl-4-(3-methyl-2-oxo-1,3-benzooxazol-6-yl)-N-pentylpiperidine-1-carboxamide CC1(N(CCC(C1)C1=CC2=C(N(C(O2)=O)C)C=C1)C(=O)NCCCCC)C